[PH2](OC(CCC)(CCC)C1=CC=CC=C1)=O phenyl-(n-propyl-n-butyl) phosphinate